FC=1C=C(C=CC1)C1=C(N=C2N(C1=O)C(=CS2)C)[C@H](C)NN (S)-6-(3-fluorophenyl)-7-(1-hydrazinylethyl)-3-methyl-5H-thiazolo[3,2-a]pyrimidin-5-one